C(C1=CC=CC=C1)NC(=O)C=1C2(C3=CC=CC=C3C1)CCC(CC2)(C(=O)O)NC2=CC(=CC=C2)Cl (1s,4s)-2'-(benzylcarbamoyl)-4-(3-chloroanilino)spiro[cyclohexane-1,1'-indene]-4-carboxylic acid